ClC1=CC=C(OC2CCN(CC2)C2=C(C(N(C3=CC=CC=C23)C)=O)C#N)C=C1 4-[4-(4-chlorophenoxy)piperidin-1-yl]-1-methyl-2-oxo-1,2-dihydroquinoline-3-carbonitrile